ethyl (S)-7-isopropyl-11-oxo-2,6,7,11-tetrahydro-1H-furo[2,3-H]pyrido[2,1-a]isoquinoline-10-carboxylate C(C)(C)[C@H]1N2C(C=3C4=C(C=CC3C1)OCC4)=CC(C(=C2)C(=O)OCC)=O